ClC=1C=C2C=NC(=NC2=CC1C1CCN(CC1)[C@@H]1[C@@H](COC1)O)NC1=CC(=NN1C)C1CC1 |o1:17,18| (3S,4S) or (3R,4R)-4-(4-{6-chloro-2-[(3-cyclopropyl-1-methyl-1H-pyrazol-5-yl)amino]quinazolin-7-yl}piperidin-1-yl)oxolan-3-ol